2-((2-(benzyloxy)ethyl)(2-((tert-butyldimethylsilyl)oxy)ethyl)amino)ethyl octyl adipate C(CCCCC(=O)OCCCCCCCC)(=O)OCCN(CCO[Si](C)(C)C(C)(C)C)CCOCC1=CC=CC=C1